C(C)(C)(C)OC(=O)C1=C(C=C(C=C1)C1=NC=NC2=CC(=CC=C12)OCCCCCCCC(=O)O)C1CCCC1 8-[4-(4-tert-butoxycarbonyl-3-cyclopentyl-phenyl)quinazolin-7-yl]oxyoctanoic acid